2-methyl-alpha-hydroxyiminophenylacetic acid sodium salt [Na+].CC1=C(C=CC=C1)C(C(=O)[O-])=NO